sodium difluoromethanesulfinate FC(S(=O)[O-])F.[Na+]